C(#N)[C@H](CC1=CC=C(C=C1)C=1C=CC2=C(N(C(O2)=O)C)C1)NC(=O)C1(CN(CCO1)C(=O)OC(C)(C)C)C tert-butyl 2-{[(1S)-1-cyano-2-[4-(3-methyl-2-oxo-1,3-benzoxazol-5-yl)phenyl]ethyl]carbamoyl}-2-methylmorpholine-4-carboxylate